Cl.BrC=1C=C2CCNCC2=C(C1)OC 6-bromo-8-methoxy-1,2,3,4-tetrahydroisoquinoline-HCl